1,3-bis-(dimethylaminopropyl)-2-thiourea CN(C)CCCNC(=S)NCCCN(C)C